CC1=C(SC(=C1)C1=NO[C@](C1)(C(F)(F)F)C1=CC(=C(C(=C1)Cl)Cl)Cl)C(=O)OC Methyl 3-methyl-5-[(5S)-5-(3,4,5-trichlorophenyl)-5-(trifluoromethyl)-4H-isoxazol-3-yl]thiophene-2-carboxylate